C1(CC1)N(C(OC(C)(C)C)=O)C1CCN(CC1)C1=C2C=NC=NC2=C(C=C1)C(NC=1C(=C(C=2N(C1)C=C(N2)C)F)OC)=O tert-butyl N-cyclopropyl-N-[1-[8-[(8-fluoro-7-methoxy-2-methyl-imidazo[1,2-a]pyridin-6-yl)carbamoyl]quinazolin-5-yl]-4-piperidyl]carbamate